C(#N)C1=CN=C(N1CC1=C(OCCC[C@H](CC(=O)O)C)C=CC=C1)C1=CC=C(C=C1)C(F)(F)F (3R)-6-(2-((5-cyano-2-(4-(trifluoromethyl)phenyl)-1H-imidazol-1-yl)methyl)phenoxy)-3-methylhexanoic acid